3-(5-Cyano-4-methylamino-6-thiophen-2-yl-pyrimidin-2-ylsulfanylmethyl)-benzoic acid C(#N)C=1C(=NC(=NC1C=1SC=CC1)SCC=1C=C(C(=O)O)C=CC1)NC